(S,E)-4-(2-(3-(3-Chloro-2-fluoro-6-(1H-tetrazol-1-yl)phenyl)acrylamido)-3-(4-((2-(Dimethylamino)-2-oxoethyl)amino)phenyl)propionamido)benzoic acid ClC=1C(=C(C(=CC1)N1N=NN=C1)/C=C/C(=O)N[C@H](C(=O)NC1=CC=C(C(=O)O)C=C1)CC1=CC=C(C=C1)NCC(=O)N(C)C)F